C(N)(O[C@H](COCCC(N1C[C@H]2N(C3=C(OC2)C=C(C=N3)C(F)(F)F)CC1)=O)CC(C)(C)C)=O ((S)-tert-butyl 1-(3-oxo-3-((R)-3-(trifluoromethyl)-6a,7,9,10-tetrahydropyrazino[1,2-d]pyrido[3,2-b][1,4]oxazin-8(6H)-yl) propoxy) propan-2-yl) carbamate